CC1=C(C=CC(=C1)C)N=C1SCC(N1)=O 2-[(2,4-dimethylphenyl)imino]-4-oxo-1,3-thiazolidine